COC(=O)C1N=C(CC1)C1=C(C=CC=C1)Cl 5-(2-chlorophenyl)-3,4-dihydro-2H-pyrrole-2-carboxylic acid methyl ester